6-(6-(difluoromethyl)imidazo[1,2-a]pyrazin-3-yl)-N-((3S,4S)-3-fluoropiperidin-4-yl)pyridin-2-amine FC(C=1N=CC=2N(C1)C(=CN2)C2=CC=CC(=N2)N[C@@H]2[C@H](CNCC2)F)F